2-(6-amino-5-((2,2-dimethoxyspiro[3.5]nonan-7-yl)ethynyl)pyridazin-3-yl)phenol NC1=C(C=C(N=N1)C1=C(C=CC=C1)O)C#CC1CCC2(CC(C2)(OC)OC)CC1